22-Chloro-5,7-difluoro-12-methoxy-2,2-dioxo-20-oxa-2λ6-thia-3,11,19-triazapentacyclo[16.5.2.14,8.09,14.021,25]hexacosa-1(24),4(26),5,7,9(14),10,12,18,21(25),22-decaen-23-ol ClC=1C=2ON=C3CCCC=4C=C(N=CC4C4=C(C=C(C(NS(C(C1O)=CC23)(=O)=O)=C4)F)F)OC